1-bromo-2-(bromomethyl)-3-(difluoromethyl)benzene ethyl-2-(N-(4-((2-(4,4-difluoropiperidin-1-yl)pyridin-4-yl)carbamoyl)-3-(4,4-dimethyl-1,4-azasilinan-1-yl)phenyl)sulfamoyl)acetate C(C)OC(CS(NC1=CC(=C(C=C1)C(NC1=CC(=NC=C1)N1CCC(CC1)(F)F)=O)N1CC[Si](CC1)(C)C)(=O)=O)=O.BrC1=C(C(=CC=C1)C(F)F)CBr